N=1C=CN2N=C(C=CC21)C2=CNC=1N=C(N=C(C12)NC)NC1CCC2(COC2)CC1 5-(imidazo[1,2-b]pyridazin-6-yl)-N4-methyl-N2-(2-oxaspiro[3.5]nonan-7-yl)-7H-pyrrolo[2,3-d]pyrimidine-2,4-diamine